{4-(phenanthren-9-yl)-phenyl}-amine C1=CC=CC=2C3=CC=CC=C3C(=CC12)C1=CC=C(C=C1)N